4-formyl-1,3-dimethylpyridinium C(=O)C1=C(C=[N+](C=C1)C)C